N-(7-chloro-6-(4-(4-hydroxy-3-methyltetrahydrofuran-3-yl)piperazin-1-yl)isoquinolin-3-yl)tetrahydro-2H-pyran-4-carboxamide ClC1=C(C=C2C=C(N=CC2=C1)NC(=O)C1CCOCC1)N1CCN(CC1)C1(COCC1O)C